1-(1-(4-bromophenyl)ethyl)-1H-imidazole BrC1=CC=C(C=C1)C(C)N1C=NC=C1